[N+](=O)([O-])C1=CN(C2=CC=CC=C12)C1(CC1)/C=C/C(=O)C=1SC=CC1 (E)-3-(1-(3-nitro-1H-indol-1-yl)cyclopropyl)-1-(thiophen-2-yl)prop-2-en-1-one